2-naphthyl formate C(=O)OC1=CC2=CC=CC=C2C=C1